3-methyl-6-(4,4,5,5-tetramethyl-1,3,2-dioxaborolan-2-yl)-1,3-benzothiazol-2-one CN1C(SC2=C1C=CC(=C2)B2OC(C(O2)(C)C)(C)C)=O